ClNC1=CC=C(C(=O)O)C=C1 N-chloro-p-aminobenzoic acid